C(#N)CCCCC(=O)N 5-Cyanovaleramid